1-(2-(4-chloro-2-fluorophenyl)-2-methylbenzo[d][1,3]dioxol-4-yl)piperazine ClC1=CC(=C(C=C1)C1(OC2=C(O1)C=CC=C2N2CCNCC2)C)F